N(=O)N(O)C1=CC=CC=C1.[Al] aluminum N-nitrosophenyl-hydroxylamine salt